Methyl (S)-2-((1-((tert-butyldiphenylsilyl)oxy)propan-2-yl)oxy)-6-hydroxy-4-methylbenzoate [Si](C1=CC=CC=C1)(C1=CC=CC=C1)(C(C)(C)C)OC[C@H](C)OC1=C(C(=O)OC)C(=CC(=C1)C)O